lithium tris(fluoromethylsulfonate) FCS(=O)(=O)[O-].FCS(=O)(=O)[O-].FCS(=O)(=O)[O-].[Li+].[Li+].[Li+]